NC1=NC=C(C=C1C(=O)O)C(=O)O 2-amino-3,5-pyridinedicarboxylic acid